2'-(5-Fluoropyridin-2-yl)-3'-(4,4,5,5-tetramethyl-1,3,2-dioxaborolan-2-yl)-5'H,7'H-spiro[cyclopropane-1,6'-pyrazolo[5,1-b][1,3]oxazine] FC=1C=CC(=NC1)C1=NN2C(OCC3(C2)CC3)=C1B1OC(C(O1)(C)C)(C)C